ClCCCC(=O)NC1=C(C=C(C=C1)[N+](=O)[O-])C 4-chloro-N-(2-methyl-4-nitrophenyl)butanamide